C(C)(C)(C)OC(=O)N(C(C(=O)O)CC1=CC=C(C=C1)C)CC 2-((tert-Butoxycarbonyl)(ethyl)amino)-3-(p-tolyl)propanoic acid